(4-phenyl-6-(pyridin-4-ylamino)-1,3,5-triazin-2-ylamino)cyclopropanecarbonitrile C1(=CC=CC=C1)C1=NC(=NC(=N1)NC1=CC=NC=C1)NC1(CC1)C#N